COCC1=C(C=C(C=C1)C)N1/C(/SCC1=O)=N/C(=O)NOCC1=CC=C(C=C1)C1=NN(C=N1)C1=CC=C(C=C1)OC(F)(F)F (Z)-1-(3-(2-(methoxymethyl)-5-methylphenyl)-4-oxothiazolidine-2-ylidene)-3-((4-(1-(4-(trifluoromethoxy)phenyl)-1H-1,2,4-triazol-3-yl)benzyl)oxy)urea